C1(=CC=CC=C1)N(C1=CC=C(C=C1)C1=CC=CC=C1)C1=CC=C(C=C1)C1=CC=CC=C1 phenyl-bis(biphenyl-4-yl)amine